4-(1-phenyl-1H-benzoimidazol-2-yl)phenylboronic acid C1(=CC=CC=C1)N1C(=NC2=C1C=CC=C2)C2=CC=C(C=C2)B(O)O